iridium(III) bis[(dimethylphenyl)isobutyl-quinoline] CC=1C(=C(C=CC1)C=1C(=NC2=CC=CC=C2C1)CC(C)C)C.CC=1C(=C(C=CC1)C=1C(=NC2=CC=CC=C2C1)CC(C)C)C.[Ir+3]